C(#N)C=1C=C(C=CC1)C=1N=C(SC1C1=CC(=NC(=C1)C)C)NC(=O)N1C[C@H]2[C@@H](C1)C(NC2)=O (3aS,6aS)-N-[4-(3-cyanophenyl)-5-(2,6-dimethyl-4-pyridyl)thiazol-2-yl]-3-oxo-1,2,3a,4,6,6a-hexahydropyrrolo[3,4-c]pyrrole-5-carboxamide